1,2-diphenyl-oxyethane C1(=CC=CC=C1)OCCOC1=CC=CC=C1